N1=CC(=CC=C1)CCNC(CCCCCCCC)=O N-(2-pyridin-3-ylethyl)nonanamide